methyl 2-bromo-4-methylthiophene-3-carboxylate BrC=1SC=C(C1C(=O)OC)C